ClC1=C(C=CC=C1)NS(=O)(=O)C=1C=2C3=C(C(N(C3=CC1)CC)=O)C=CC2 N-(2-chlorophenyl)-1-ethyl-2-oxo-1,2-dihydrobenzo[cd]indole-6-sulfonamide